C(N)(O[S@@](=O)C(C)(C)C)=O ((R)-tert-butylsulfinyl) carbamate